(4-(1-ethyl-4-(trifluoromethyl)-1H-imidazol-2-yl)phenyl)methanamine C(C)N1C(=NC(=C1)C(F)(F)F)C1=CC=C(C=C1)CN